2,3,5,6-tetramethyl-p-benzenedipropionic acid CC1=C(C(=C(C(=C1C)CCC(=O)O)C)C)CCC(=O)O